FC=1C(=C(CO)C(=C(C1C)F)C)C 3,5-difluoro-2,4,6-trimethylbenzyl alcohol